COC(C1=CC(=C(C=C1)N)N1C(=NC=C1)C)=O 4-amino-3-(2-methylimidazol-1-yl)benzoic acid methyl ester